4-(pentafluoro-λ6-sulfanyl)-N-[trans-4-{4-[3-(propan-2-yl)-[1,2,4]triazolo[4,3-b]pyridazin-6-yl]benzenesulfonyl}cyclohexyl]aniline FS(C1=CC=C(N[C@@H]2CC[C@H](CC2)S(=O)(=O)C2=CC=C(C=C2)C=2C=CC=3N(N2)C(=NN3)C(C)C)C=C1)(F)(F)(F)F